COC1=C(C=C(C=C1)Cl)C1OC(=O)C2=CC=CC=C12 3-(2'-methoxy-5'-chlorophenyl)phthalide